FC1=C(C(=CC(=C1)C=1C(=NC=CC1)OC(C)C)F)C(CCCC(=O)O)C 5-[2,6-difluoro-4-(2-isopropoxy-3-pyridinyl)phenyl]hexanoic acid